sodium (S)-2-(4-bromo-2-cyclopropylphenoxy)-3-methoxypropanoate BrC1=CC(=C(O[C@H](C(=O)[O-])COC)C=C1)C1CC1.[Na+]